(R)-1-(15-carboxypentadecyl)-5-oxopyrrolidine-2-carboxylic acid C(=O)(O)CCCCCCCCCCCCCCCN1[C@H](CCC1=O)C(=O)O